8-Oxa-2-aza-spiro[4.5]decane-2-carboxylic acid [6-fluoro-7-(4-fluoro-phenyl)-4-methoxy-thiazolo[4,5-c]pyridin-2-yl]-amide FC1=C(C2=C(C(=N1)OC)N=C(S2)NC(=O)N2CC1(CC2)CCOCC1)C1=CC=C(C=C1)F